ClC=1C=C(CC=2N=C(SC2C)C(=O)C=2C=NC=NC2)C=CC1 5-{[4-(3-chlorobenzyl)-5-methyl-1,3-thiazol-2-yl]carbonyl}pyrimidin